FC=1C=C(C=CC1)C1=NN(C2=C(C=CC=C12)C(=O)O)C 3-(3-fluorophenyl)-1-methyl-1H-indazole-7-carboxylic acid